ClC[C@H]1N(C[C@@H](N(C1)C(=O)OC(C)(C)C)C)C(C)C1=CC=C(C=C1)C(F)(F)F tert-butyl (2S,5S)-5-(chloromethyl)-2-methyl-4-(1-(4-(trifluoromethyl)phenyl)ethyl)piperazine-1-carboxylate